CC1=NC(=CC(=C1[N+](=O)[O-])NC1=CC=C(CCNC(=O)C2=C(C=CC(=C2)C)S(=O)(=O)N)C=C1)C ((4-((2,6-dimethyl-3-nitropyridin-4-yl)amino)phenethyl)carbamoyl)-4-methylbenzenesulfonamide